NC1=C(C=O)C=CC=C1N1CCC(CC1)(F)F 2-amino-3-(4,4-difluoropiperidin-1-yl)benzaldehyde